5-(4-carboxy-phenoxy)-isophthalic acid C(=O)(O)C1=CC=C(OC=2C=C(C=C(C(=O)O)C2)C(=O)O)C=C1